3-(4-((4-(4-(4-((5-chloro-4-((2-(dimethylphosphoryl)phenyl)amino)pyrimidin-2-yl)amino)-3-methoxyphenyl)piperazin-1-yl)-4-oxobutyl)amino)-1-oxoisoindolin-2-yl)piperidine-2,6-dione ClC=1C(=NC(=NC1)NC1=C(C=C(C=C1)N1CCN(CC1)C(CCCNC1=C2CN(C(C2=CC=C1)=O)C1C(NC(CC1)=O)=O)=O)OC)NC1=C(C=CC=C1)P(=O)(C)C